C(CCCCCCCCCCCCCCCCCCCCCCCCCCCCCC)(=O)OCCCCCCCCCCCC Lauryl hentriacontanoate